water, bromide salt [Br-].O